OCCN1C=NC2=C(C1=O)C=C(N=C2C=2C=NC=CC2)C2=CC=C(C=C2)OC(F)(F)F 3-(2-hydroxyethyl)-8-(pyridin-3-yl)-6-(4-(trifluoromethoxy)phenyl)pyrido[3,4-d]pyrimidin-4(3H)-one